COC1=CC=C(C=C1)CN1C2C=3C=C4OCOC4=CC3C1C(C=C2)=O 15-[(4-Methoxyphenyl)methyl]-5,7-dioxa-15-azatetracyclo[9.3.1.02,10.04,8]pentadecan-2(10),3,8,13-tetraen-12-one